[N-]=C=O.NC1=CC=CC=C1 Aniline isocyanate